C(C)(C)(C)OC(N[C@H]1C2N(CC1CC2)C(=O)C2=CC1=C(C(=C(O1)C=1N(C3=CC(=CC=C3C1)C(C)(C)O)CC1CC1)C)C=C2)=O tert-Butyl-((7R)-2-(2-(1-(cyclopropylmethyl)-6-(2-hydroxypropan-2-yl)-1H-indol-2-yl)-3-methylbenzofuran-6-carbonyl)-2-azabicyclo[2.2.1]heptan-7-yl)carbamate